FC=1C=C(CC2=NC=CC(=C2)N2N=C(C=3C(NCCC32)=O)C)C=C(C1)C(F)(F)F 1-(2-(3-fluoro-5-(trifluoromethyl)benzyl)pyridin-4-yl)-3-methyl-1,5,6,7-tetrahydro-4H-pyrazolo[4,3-c]pyridin-4-one